(R)-4-Fluoro-N-((1-(4-(hydroxyamino)-1-(naphthalin-2-yl)-4-oxobutan-2-yl)-1H-1,2,3-triazol-4-yl)methyl)benzamid FC1=CC=C(C(=O)NCC=2N=NN(C2)[C@H](CC2=CC3=CC=CC=C3C=C2)CC(=O)NO)C=C1